5-((4-(7-methyl-[1,2,4]triazolo[1,5-a]pyridin-6-yl)piperidin-1-yl)sulfonyl)imidazo[2,1-b]thiazole CC1=CC=2N(C=C1C1CCN(CC1)S(=O)(=O)C1=CN=C3SC=CN31)N=CN2